Cl.FC=1C=C(C=CC1F)[C@@H]1[C@@H](CNCC1)C1=NN2C(C3=C(CCC2)SC(=C3)C(=O)N)=C1C ((3S,4S)-4-(3,4-difluorophenyl)piperidin-3-yl)-1-methyl-6,7-dihydro-5H-pyrazolo[1,5-a]thieno[3,2-c]azepin-9-carboxamide hydrochloride